FC1=CC=C(C=C1)[C@H]1[C@@H](C1)NCCC[C@@H](C(=O)C12CNCC(CC1)N2)NC(C2=CC=C(C=C2)N2N=NC=C2)=O N-[(2S)-5-[[(1R,2S)-2-(4-Fluorophenyl)cyclopropyl]amino]-1-(3,8-diazabicyclo[3.2.1]octane-1-yl)-1-oxopentan-2-yl]-4-(1H-1,2,3-triazol-1-yl)benzamide